chloro-7-(2-fluorophenyl)-1-(2-isopropylphenyl)pteridine-2,4(1H,3H)-dione ClN1C(N(C2=NC(=CN=C2C1=O)C1=C(C=CC=C1)F)C1=C(C=CC=C1)C(C)C)=O